C(C(O)CO)OC(CCCCCCCCCCCCCCCCC)=O octadecanoic monoglycerylester